dimethyl-3-methylenethienyl-ammonium C[NH+](C1SC=CC1=C)C